4-(1-(2,6-dioxopiperidin-3-yl)-3-methyl-2-oxo-2,3-dihydro-1H-benzo[d]imidazol-5-yl)cyclohexane-1-carboxylic acid O=C1NC(CCC1N1C(N(C2=C1C=CC(=C2)C2CCC(CC2)C(=O)O)C)=O)=O